FC=1C=C(C=CC1OCCOC)C(C(CC1=CC=CC=C1)SC#N)=O 1-(3-fluoro-4-(2-methoxyethoxy)phenyl)-3-phenyl-2-thiocyanatopropan-1-one